6-((2-(1-(cyclopropylsulfonyl)-1H-pyrazol-4-yl)pyrimidin-4-yl)amino)-4-(isopropylamino)-N-(3,3,3-trifluoropropyl)nicotinamide C1(CC1)S(=O)(=O)N1N=CC(=C1)C1=NC=CC(=N1)NC1=NC=C(C(=O)NCCC(F)(F)F)C(=C1)NC(C)C